CC1(CCN(CC1)C=1OC2=C(C=C(C=C2C(C1)=O)C)C(C)NC1=CC=C(C(=C1C(=O)O)C)F)C 6-[1-[2-(4,4-Dimethyl-1-piperidyl)-6-methyl-4-oxo-chromen-8-yl]ethylamino]-3-fluoro-2-methyl-benzoic acid